tert-butyl 4-[4-(4-bromo-3-methyl-phenyl)butyl]piperidine-1-carboxylate BrC1=C(C=C(C=C1)CCCCC1CCN(CC1)C(=O)OC(C)(C)C)C